N-((3R,4S)-4-((7-(2,6-dichloro-3,5-dimethoxyphenyl)-5-((2-(4-methylpiperazin-1-yl)ethyl)amino)-2,6-naphthyridin-3-yl)amino)tetrahydrofuran-3-yl)acrylamide ClC1=C(C(=C(C=C1OC)OC)Cl)C1=NC(=C2C=C(N=CC2=C1)N[C@H]1[C@H](COC1)NC(C=C)=O)NCCN1CCN(CC1)C